[Ca].C(CCC)O Butanol calcium